ClC1=CC=C(C(=N1)C(=O)O)NC(C)C=1C=C(C=C2C(N(C(=NC12)N1CCC(CC1)(F)F)CC)=O)F 6-Chloro-3-((1-(2-(4,4-difluoropiperidin-1-yl)-3-ethyl-6-fluoro-4-oxo-3,4-dihydroquinazolin-8-yl)ethyl)amino)picolinic acid